Cl.COC(=O)C1=CC(=CC=2OC(OC(C21)C)(C2CCNCC2)C)Cl 7-chloro-2,4-dimethyl-2-(piperidin-4-yl)benzo[d][1,3]dioxane-5-carboxylic acid methyl ester hydrochloride